COC1=C(C=CC=C1)C1=NC=2N(C(=C1)C(F)(F)F)N=CC2 5-(2-methoxyphenyl)-7-(trifluoromethyl)pyrazolo[1,5-a]pyrimidine